ClC1=C(C=C(C=N1)CN1C(C=CC=C1)=NC(C(F)(F)F)=O)F N-[1-((6-chloro-5-fluoropyridin-3-yl)methyl)pyridin-2(1H)-ylidene]-2,2,2-trifluoroacetamide